1-(3-Acetylthiopropyl)-3,5-dibromopyrazole-4-carboxylic acid ethyl ester C(C)OC(=O)C=1C(=NN(C1Br)CCCSC(C)=O)Br